5-(2,6-dioxopiperidin-3-yl)-1,3-dioxoisoindoline O=C1NC(CCC1C=1C=C2C(NC(C2=CC1)=O)=O)=O